FC1=CC=C(C=C1)C1=C(C2=C(S1)C=C(C=C2)O)OC2=CC=C(OCCN1CCN(CC1)CCCN1CCC(CC1)C=1C=C3CN(C(C3=CC1)=O)C1C(NC(CC1)=O)=O)C=C2 3-(5-(1-(3-(4-(2-(4-((2-(4-fluorophenyl)-6-hydroxybenzo[b]thiophen-3-yl)oxy)phenoxy)ethyl)piperazin-1-yl)propyl)piperidin-4-yl)-1-oxoisoindolin-2-yl)piperidine-2,6-dione